(3,4-Dichlorophenyl)((1S,4S)-5-phenyl-2,5-diazabicyclo[2.2.1]heptan-2-yl)methanone ClC=1C=C(C=CC1Cl)C(=O)N1[C@@H]2CN([C@H](C1)C2)C2=CC=CC=C2